FC=1C(=NC(=NC1)N\N=C(\C)/C#C[Si](C)(C)C)C (Z)-5-fluoro-4-methyl-2-(2-(4-(trimethylsilyl)but-3-yn-2-ylidene)hydrazino)pyrimidine